FC(C1=NC(=C(C(=O)O)C=C1)NC1=CC=CC=C1)F 6-(difluoromethyl)-2-(phenylamino)nicotinic acid